diethyl ((5-(1-amino-2,2,2-trifluoroethyl)-3-bromo-7-(4,4,4-trifluorobutoxy)benzo[b]thiophen-2-yl)difluoromethyl)phosphonate NC(C(F)(F)F)C1=CC2=C(SC(=C2Br)C(F)(F)P(OCC)(OCC)=O)C(=C1)OCCCC(F)(F)F